N-((9-beta-D-ribofuranosyl-2-methylthiopurin-6-yl)carbamoyl)threonine [C@@H]1([C@H](O)[C@H](O)[C@H](O1)CO)N1C2=NC(=NC(=C2N=C1)NC(=O)N[C@@H]([C@H](O)C)C(=O)O)SC